N-(1-methyl-3-(pyridin-2-yl)-1H-pyrazol-4-yl)-2'-oxo-1',2'-dihydro-[2,4'-bipyridine]-6-carboxamide CN1N=C(C(=C1)NC(=O)C1=CC=CC(=N1)C1=CC(NC=C1)=O)C1=NC=CC=C1